3-(4-(6-bromohexylthio)-1-oxoisoindolin-2-yl)piperidine-2,6-dione BrCCCCCCSC1=C2CN(C(C2=CC=C1)=O)C1C(NC(CC1)=O)=O